2-((5-(benzylamino)-[1,2,4]triazolo[4,3-c]pyrimidin-8-yl)amino)-2-oxoacetic acid C(C1=CC=CC=C1)NC1=NC=C(C=2N1C=NN2)NC(C(=O)O)=O